C1(=CC=CC=C1)NC1=CC=C(C=C1)C N-phenyl-N-(4-methylphenyl)amine